C1(=CC=CC=C1)C#CC1=C(C#N)C=CC=C1 2-(Phenylethynyl)benzonitrile